N1N(N=C(C=C1C(=O)[O-])C(=O)[O-])C(=O)OC1CC(NC(C1)(C)C)(C)C (2,2,6,6-tetramethyl-4-piperidyl) Triazine-2,4,6-tricarboxylate